CN1CC2=C(N=C(N=C2)NC2CCC(CC2)OC2=C3C=C(C=NC3=CC(=N2)N2CCOCC2)NS(=O)(=O)C)CC1 N-[5-[4-[(6-methyl-7,8-dihydro-5H-pyrido[4,3-d]pyrimidin-2-yl)amino]cyclohexoxy]-7-morpholino-1,6-naphthyridin-3-yl]methanesulfonamide